CN1C(N(CC1)[C@H]1CN(CCC1)C=1N=CC(=NC1)C(=O)N)=O 5-[(3R)-3-(3-methyl-2-oxoimidazolidin-1-yl)piperidin-1-yl]pyrazine-2-carboxamide